NC=1N=NC(=CC1N1C[C@H]2CC[C@@H](C1)N2C2=NC=CC(=N2)C2CCN(CC2)C(=O)OCC2=CC=CC=C2)Cl benzyl 4-(2-((1R,5S)-3-(3-amino-6-chloropyridazin-4-yl)-3,8-diazabicyclo[3.2.1]octan-8-yl)pyrimidin-4-yl)piperidine-1-carboxylate